CC1CCC(CC1)C(C)S(=O)(=O)O 4-methylcyclohexyl-ethane-sulfonic acid